OC[C@H]1CN(CCN1)C1=CC=CC(=N1)S(=O)(=O)NC1=NC(=C(C=C1)C(F)(F)F)C1=C(C=CC=C1)C (R)-6-(3-(hydroxymethyl)piperazin-1-yl)-N-(6-(o-tolyl)-5-(trifluoromethyl)pyridin-2-yl)pyridine-2-sulfonamide